2-[1-(2-cyanophenyl)-1-[1-(2-hydroxy-2-methylpropyl)pyrazol-4-yl]propan-2-yl]-5-methoxy-1-methyl-N-(1,2-oxazol-4-yl)-6-oxopyrimidine-4-carboxamide C(#N)C1=C(C=CC=C1)C(C(C)C=1N(C(C(=C(N1)C(=O)NC=1C=NOC1)OC)=O)C)C=1C=NN(C1)CC(C)(C)O